[4-(BUTAN-2-YLOXY)-3-METHYLPHENYL]BORANEDIOL CC(CC)OC1=C(C=C(C=C1)B(O)O)C